ClC=1C=CC=2C3=C(C(N(C2C1)C1=CC=CC=C1)=O)N=C(N3C)C3CC(C3)O 7-chloro-2-(3-hydroxycyclobutyl)-1-methyl-5-phenyl-1,5-dihydro-4H-imidazo[4,5-c]quinolin-4-one